6-{4-[(4-{[5-(trifluoromethoxy)pyridin-2-yl]Amino}piperidin-1-yl)sulfonyl]phenyl}-2,3-dihydro-1H-isoindol-1-one FC(OC=1C=CC(=NC1)NC1CCN(CC1)S(=O)(=O)C1=CC=C(C=C1)C1=CC=C2CNC(C2=C1)=O)(F)F